NC=1C2=C(N=C(N1)[2H])C=CC(=N2)C=2C=C(C=CC2)C2=NN(C(=N2)C2(C(N(CC2)C)=O)O)COCC[Si](C)(C)C 3-(3-(3-(4-aminopyrido[3,2-d]pyrimidin-6-yl-2-d)phenyl)-1-((2-(trimethylsilyl)ethoxy)methyl)-1H-1,2,4-triazol-5-yl)-3-hydroxy-1-methylpyrrolidin-2-one